ClC=1C=C2CO[C@]3(O[C@@H]([C@H]([C@@H]([C@H]3O)O)O)C)C2=CC1CC=1SC(=CC1)[C@H](C)O (1S,3'R,4'S,5'S,6'R)-5-chloro-6-((5-((S)-1-hydroxyethyl)thiophene-2-yl)methyl)-6'-methyl-3',4',5',6'-tetrahydro-3H-spiro[isobenzofuran-1,2'-pyran]-3',4',5'-triol